(S)-2-chloro-8,8-dimethyl-N-(6-(methylcarbamoyl)-5-(trifluoromethyl)pyridin-3-yl)-7,8-dihydro-6H-cyclopenta[e]pyrazolo[1,5-a]pyrimidine-6-carboxamide ClC1=NN2C(N=CC3=C2C(C[C@@H]3C(=O)NC=3C=NC(=C(C3)C(F)(F)F)C(NC)=O)(C)C)=C1